N-cyclopropylglycine tert-butyl ester C(C)(C)(C)OC(CNC1CC1)=O